CN1CCC(CC1)C=1SC2=C(N1)C=CC=C2 2-(1-methylpiperidin-4-yl)benzo[d]thiazole